COC1=C(C=CC=C1)[C@H]1[C@@H](CNC1)C(=O)O trans-4-(2-methoxy-phenyl)-pyrrolidine-3-carboxylic acid